7-bromo-1-chloro-3-(thien-3-ylmethyl)-5H-pyrido[4,3-b]indole BrC=1C=CC=2C3=C(NC2C1)C=C(N=C3Cl)CC3=CSC=C3